[Na+].O=C(CS(=O)(=O)[O-])C 2-oxopropane-1-sulfonic acid sodium salt